pyridinium beryllium [Be+2].[NH+]1=CC=CC=C1